1-[(methyl-6-{[(trifluoromethyl)sulfonyl]oxy}-3,4-dihydronaphthalen-2-yl)methyl]azetidine-3-carboxylate CC1=C(CCC2=CC(=CC=C12)OS(=O)(=O)C(F)(F)F)CN1CC(C1)C(=O)[O-]